CC(CC(=O)N1CCN(C2=CC=CC=C12)C(=O)NC1N(CCNC1)C(=O)[O-])C (4-(3-methylbutanoyl)-1,2,3,4-tetrahydroquinoxaline-1-carboxamido)piperazine-1-carboxylate